4-Ethyl-1-(4-methoxybenzyl)-1H-pyrazol-3-amine C(C)C=1C(=NN(C1)CC1=CC=C(C=C1)OC)N